(R)-5-(1-aminoethyl)-3-chloro-7-fluoro-2-methylisoquinolin-1(2H)-one N[C@H](C)C1=C2C=C(N(C(C2=CC(=C1)F)=O)C)Cl